C1C=CC=NS1 6H-thiazine